N-(5-(Methylthio)-1,3,4-thiadiazol-2-yl)-5-(2-phenylpiperidin-1-yl)-1,3,4-oxadiazole-2-carboxamide CSC1=NN=C(S1)NC(=O)C=1OC(=NN1)N1C(CCCC1)C1=CC=CC=C1